COC(C(C(=O)OC)(C1CC(CCC1)=O)C)=O 2-methyl-2-(3-oxocyclohexyl)malonic acid dimethyl ester